2-(2,6-dioxopiperidin-3-yl)isoindole-1,3-dione diformate C(=O)O.C(=O)O.O=C1NC(CCC1N1C(C2=CC=CC=C2C1=O)=O)=O